(-)-3-Hydroxy-4-(p-tolyl)dihydrofuran-2(3H)-one OC1C(OCC1C1=CC=C(C=C1)C)=O